C(#N)C1=C(OC=2C=C3C(N(C=NC3=CC2)C2CC3(C2)CCN(CC3)C3C(CN(CC3)C(=O)OC(C)(C)C)(F)F)=O)C(=CC=C1NS(N(C)CC)(=O)=O)F tert-butyl 4-[2-[6-[2-cyano-3-[[ethyl(methyl)sulfamoyl]amino]-6-fluoro-phenoxy]-4-oxo-quinazolin-3-yl]-7-azaspiro[3.5]nonan-7-yl]-3,3-difluoro-piperidine-1-carboxylate